BrC1=C2C[C@@H](N([C@H](C2=CC=C1)C)C(CC1=C(C=CC=C1F)F)=O)CO[Si](C)(C)C(C)(C)C 1-((1S,3R)-5-bromo-3-(((tert-butyldimethylsilyl)oxy)methyl)-1-methyl-3,4-dihydroisoquinolin-2(1H)-yl)-2-(2,6-difluorophenyl)ethan-1-one